BrC1=C(C=CC2=CC=CC=C12)CN1C(CCC1)=O 1-((1-bromonaphthalen-2-yl)methyl)pyrrolidin-2-one